C(C)(C)C1=C(C=CC=C1)C=1C=C2C(=CN1)N(C=C2OC2=CC=C(C=C2)C=2N(C=C(N2)C(F)(F)F)C)COCC[Si](C)(C)C 2-[[5-(2-isopropylphenyl)-3-[4-[1-methyl-4-(trifluoromethyl)imidazol-2-yl]phenoxy]pyrrolo[2,3-c]pyridin-1-yl]methoxy]ethyl-trimethyl-silane